Copper indium gallium sulfur selenium [Se].[S].[Ga].[In].[Cu]